3,4,4,5,5,5-hexafluoro-2-pentene FC(=CC)C(C(F)(F)F)(F)F